Triethylammonium ethenesulfonate C(=C)S(=O)(=O)[O-].C(C)[NH+](CC)CC